ClC=1C2=C(N=CN1)OC(=C2C(=O)O)C 4-chloro-6-methylfuro[2,3-d]pyrimidine-5-carboxylic acid